[Na+].OC(CNC1=CC(=CC(=C1)OC)OC)CS(=O)(=O)[O-] N-(2-hydroxy-3-sulfopropyl)-3,5-dimethoxyaniline sodium salt